C(#N)C=1C2=C(SC1NC(CSCC(=O)O)=O)CCCC2 2-((2-((3-cyano-4,5,6,7-tetrahydrobenzo[b]thiophen-2-yl)amino)-2-oxoethyl)thio)acetic acid